ClCCC1=NN(CO1)C1=CC=CC=C1 5-(chloroethyl)-3-phenyl-1,3,4-oxadiazole